2-amino-5-bromo-N-((1R,4R)-4-hydroxy-4-methylcyclohexyl)nicotinamide NC1=C(C(=O)NC2CCC(CC2)(C)O)C=C(C=N1)Br